3-Cyano-6,6-dimethyl-11-oxo-6,11-dihydro-5H-benzo[b]carbazol-8-carboxylic acid (2-hydroxy-1-hydroxymethyl-ethyl)-amide OCC(CO)NC(=O)C=1C=CC2=C(C(C=3NC4=CC(=CC=C4C3C2=O)C#N)(C)C)C1